valine-methylester COC([C@@H](N)C(C)C)=O